Cl.C(C1=CC=CC=C1)N1C(N(SC1=O)CCCCN1CCN(CC1)C)=O 4-benzyl-2-(4-(4-methylpiperazin-1-yl)butyl)-1,2,4-thiadiazolidine-3,5-dione hydrochloride